[Na].CC1=C(C(=NO1)C1=CC=CC=C1)C1=CC=C(C=C1)S(=O)(=O)NC(CC)=O N-[[4-(5-methyl-3-phenyl-4-isoxazolyl)phenyl]sulfonyl]propionamide sodium